FC=1C(=NC(=NC1)NC1=NC=C(C=C1)N1CC2(CC1)CN(CC2)C)C2=C(C=1C(N(CC3(C1S2)CC3)C)=O)C 2'-(5-Fluoro-2-((5-(7-methyl-2,7-diazaspiro[4.4]nonan-2-yl)pyridin-2-yl)amino)pyrimidin-4-yl)-3',5'-dimethyl-5',6'-dihydro-4'H-spiro[cyclopropane-1,7'-thieno[3,2-c]pyridin]-4'-one